CN(C1=CC=C(C=N1)B(O)O)C [6-(dimethylamino)-3-pyridinyl]boronic acid